tert-butyl (1R,3s,5S)-3-((7-fluoro-8-(6-methoxypyridazin-4-yl)-6H-isochromeno[3,4-b]pyridin-3-yl)(methyl)amino)-8-azabicyclo[3.2.1]octane-8-carboxylate FC1=C(C=CC2=C1COC1=NC(=CC=C12)N(C1C[C@H]2CC[C@@H](C1)N2C(=O)OC(C)(C)C)C)C2=CN=NC(=C2)OC